1-(3,5-dimethylphenyl)-3,3-difluoroindolin-2-one CC=1C=C(C=C(C1)C)N1C(C(C2=CC=CC=C12)(F)F)=O